6-(3,6-Dichloro-1,2,4-triazin-5-yl)-2,6-diazaspiro[3.4]octane-2-carboxylic acid tert-butyl ester C(C)(C)(C)OC(=O)N1CC2(C1)CN(CC2)C=2N=C(N=NC2Cl)Cl